The molecule is a glycoside that consists of beta-D-galactosyl-(1->4)-beta-D-glucose where the hydrogen of the anomeric OH group is substituted by a 3-(hexadecylsulfonyl)-2-[(hexadecylsulfonyl)methyl]propyl group. It is a glycoside, a sulfone and a disaccharide derivative. It derives from a lactose. CCCCCCCCCCCCCCCCS(=O)(=O)CC(CO[C@H]1[C@@H]([C@H]([C@@H]([C@H](O1)CO)O[C@H]2[C@@H]([C@H]([C@H]([C@H](O2)CO)O)O)O)O)O)CS(=O)(=O)CCCCCCCCCCCCCCCC